trifluoroacetylamino-α-D-glucopyranose FC(C(=O)N[C@@]1(O)[C@H](O)[C@@H](O)[C@H](O)[C@H](O1)CO)(F)F